BrC1=CC(=CC2=CC=CC=C12)N 4-bromonaphthalen-2-amine